NC1=NC2=C(N1CC)C=CC(=C2)C(=O)OCC ethyl 2-amino-1-ethyl-1H-benzo[d]imidazole-5-carboxylate